tris(2,4-dimethylbenzoyl)phosphine oxide CC1=C(C(=O)P(C(C2=C(C=C(C=C2)C)C)=O)(C(C2=C(C=C(C=C2)C)C)=O)=O)C=CC(=C1)C